(E)-1-methyl-4-(2-tosylvinyl)-1,4-dihydro-5H-tetrazol-5-one CN1N=NN(C1=O)\C=C\S(=O)(=O)C1=CC=C(C)C=C1